C(CCCCCCCCCCCCCCCCC)C=1NC(OC1)=O 4-octadecyloxazol-2(3H)-one